(3R,5R)-3-butyl-7,8-diethoxy-2,3,4,5-tetrahydro-5-phenyl-1,4-benzothiazepine 1,1-dioxide C(CCC)[C@@H]1CS(C2=C([C@H](N1)C1=CC=CC=C1)C=C(C(=C2)OCC)OCC)(=O)=O